C(C)NC(C1=C(C(C(=O)NC2=NN=NN2CC)=C(C=C1C(F)(F)F)F)C)=O N1-Ethyl-N3-(1-ethyl-1H-tetrazol-5-yl)-4-fluoro-2-methyl-6-(trifluoromethyl)isophthalamid